OC1=C(C(=O)OC(C)(C)C)C=C(C=C1)CO tert-butyl 2-hydroxy-5-(hydroxymethyl)benzoate